2,5-dimethylfurandicarboxylate CC1(OC(=CC1C(=O)[O-])C)C(=O)[O-]